ClC1=C2C(=NC(=N1)SC)N(N=C2)C 4-chloro-1-methyl-6-(methylsulfanyl)-1H-pyrazolo[3,4-d]pyrimidine